3-methoxy-2-(trideuteromethyl)aniline Cyclopropyl-(S)-(1-(4-fluoro-3-(trifluoromethyl)phenyl)cyclopropyl)(pyrrolidin-2-ylmethyl)carbamate C1(CC1)OC(N(C[C@H]1NCCC1)C1(CC1)C1=CC(=C(C=C1)F)C(F)(F)F)=O.COC=1C(=C(N)C=CC1)C([2H])([2H])[2H]